ClC1=CC=CC2=C1B(N(N=C2)C(=O)C2=CC=CC=C2)O (8-chloro-1-hydroxybenzo[d][1,2,3]diazaborinin-2(1H)-yl)(phenyl)methanone